N-isopropyl-2,4-dichlorobenzylamine C(C)(C)NCC1=C(C=C(C=C1)Cl)Cl